2-trifluoroethoxycarbonyl-toluenesulfonamide tert-butyl-((1s,4s)-4-hydroxycyclohexyl)carbamate C(C)(C)(C)N(C(O)=O)C1CCC(CC1)O.FC(COC(=O)C1=C(CS(=O)(=O)N)C=CC=C1)(F)F